7-((3R,4R)-4-methoxytetrahydrofuran-3-yl)-2-(methylthio)-7H-pyrrolo[2,3-d]pyrimidine-6-carboxylic acid CO[C@@H]1[C@@H](COC1)N1C(=CC2=C1N=C(N=C2)SC)C(=O)O